2-oxo-2-(4-(1-(trifluoromethyl)cyclopropyl)phenyl)acetic acid O=C(C(=O)O)C1=CC=C(C=C1)C1(CC1)C(F)(F)F